tert-butyl (2R,6S)-4-(4-chloro-7-hydroxy-1,8-naphthyridin-3-yl)-2,6-dimethylpiperazine-1-carboxylate ClC1=C(C=NC2=NC(=CC=C12)O)N1C[C@H](N([C@H](C1)C)C(=O)OC(C)(C)C)C